N1(CCN(CCNCC1)CC1=C(C(=CC(=C1)C)CN)O)CC1=C(C(=CC(=C1)C)CN)O 2,2'-[1,4,7-triazacyclononane-1,4-diylbis(methylene)]bis[6-(aminomethyl)-4-methylphenol]